C[S@@](=O)(=N)C1=C(C=CC=C1)C1=NN2C(=NC=3C=CC=CC3C2=N1)NC=1C(N=CC=CC1)=O (3R,S)-3-({2-[2-(S-methylsulfonimidoyl)phenyl][1,2,4]triazolo[1,5-c]quinazolin-5-yl}amino)azepin-2-one